4-(benzo[d]thiazol-6-ylamino)-1H-1,2,3-triazole-5-carboxylic acid S1C=NC2=C1C=C(C=C2)NC=2N=NNC2C(=O)O